NC1=NC(N(C=C1Br)[C@@H]1O[C@@]([C@H](C1)O)(CO)C#C)=O 4-Amino-5-bromo-1-((2R,4S,5R)-5-ethynyl-4-hydroxy-5-(hydroxymethyl)tetrahydrofuran-2-yl)pyrimidin-2(1H)-one